C(C)OC1=C(C=CC(=C1F)F)[C@@H]1[C@H](O[C@@]([C@@H]1C)(C(F)(F)F)C)C(=O)NC1=CC(=[N+](C=C1)[O-])C(=O)N (2S,3R,4R,5S)-4-[[3-(2-Ethoxy-3,4-difluoro-phenyl)-4,5-dimethyl-5-(trifluoromethyl)tetrahydrofuran-2-carbonyl]amino]-1-oxido-pyridin-1-ium-2-carboxamid